5-methoxy-6-(3-(1-methyl-1H-pyrazol-3-yl)phenyl)-2-morpholino-N-(pyridin-4-yl)pyrimidin-4-amine COC=1C(=NC(=NC1C1=CC(=CC=C1)C1=NN(C=C1)C)N1CCOCC1)NC1=CC=NC=C1